(5-(1H-pyrazol-4-yl)pyrazin-2-yl)spiro[indoline-2,3'-pyrrolidine]-2'-one N1N=CC(=C1)C=1N=CC(=NC1)N1C(C2(CC1)NC1=CC=CC=C1C2)=O